C12CC3(CCC(CC(C1)C3)C2)N tricyclo[4.3.1.13,8]undecan-3-amine